N,4-dimethyl-N-(propan-1,2-dien-1-yl)benzenesulfonamide CN(S(=O)(=O)C1=CC=C(C=C1)C)C=C=C